4-[1-(4-amino-3-methyl-1H-pyrazolo[3,4-d]pyrimidin-1-yl)ethyl]-6-chloro-3-ethoxy-2-[1-(methylsulfonyl)azetidin-3-yl]benzonitrile NC1=C2C(=NC=N1)N(N=C2C)C(C)C2=C(C(=C(C#N)C(=C2)Cl)C2CN(C2)S(=O)(=O)C)OCC